[2]benzazepin C=1NC=CC=C2C1C=CC=C2